FC1=C(C=CC=C1)NC(=O)C1C(N(CC1C1=CC=C(C=C1)F)C)=O N-(2-fluorophenyl)-4-(4-fluorophenyl)-1-methyl-2-oxo-3-pyrrolidinecarboxamide